COCCOC1CN(CC1)C=1C=CC=2N(C1)N=C(N2)NC2=C(N=NC=C2)C(=O)NC 4-((6-(3-(2-methoxyethoxy)pyrrolidin-1-yl)-[1,2,4]Triazolo[1,5-a]pyridin-2-yl)amino)-N-methylpyridazine-3-carboxamide